(S)-4-(7-bromo-2,6-dichloro-3-cyano-8-fluoroquinolin-4-yl)-2-(cyanomethyl)piperazine-1-carboxylic acid benzyl ester C(C1=CC=CC=C1)OC(=O)N1[C@H](CN(CC1)C1=C(C(=NC2=C(C(=C(C=C12)Cl)Br)F)Cl)C#N)CC#N